S1C(=CC=C1)S[C@H](CC(=O)O)C (S)-3-(2-thiophenylthio)-butanoic acid